OC1=C(C(=O)O)C=C(C=C1)C1=NC2=C(C=NC=C2)N1 2-hydroxy-5-(3H-imidazo[4,5-c]pyridin-2-yl)benzoic acid